N1(CCNCC1)C1CCN(CC1)C(=O)OC(C)(C)C tert-butyl 4-piperazin-1-ylpiperidine-1-carboxylate